1,1-Dioctadecyl-4,4'-bipyridinium dibromide [Br-].[Br-].C(CCCCCCCCCCCCCCCCC)[N+]1(CC=C(C=C1)C1=CC=[NH+]C=C1)CCCCCCCCCCCCCCCCCC